[Cl-].C(C=C)[N+](CC#C)(CC=C)CCCCCCCCCCCC N,N-diallyl-N-propargyl-1-dodecyl-ammonium chloride